N-benzyl-5-((7-chloroisoquinolin-1-yl)amino)pyridinecarboxamide C(C1=CC=CC=C1)NC(=O)C1=NC=C(C=C1)NC1=NC=CC2=CC=C(C=C12)Cl